N-hydroxy-3-(methyl-(1-methyl-5-(pyridin-3-yl)-6-(trifluoromethyl)-1H-benzo[d]imidazol-2-yl)amino)benzamide ONC(C1=CC(=CC=C1)N(C1=NC2=C(N1C)C=C(C(=C2)C=2C=NC=CC2)C(F)(F)F)C)=O